CC1=NC=CC(=C1)[C@@H](C)N (1R)-1-(2-methyl-(4-pyridinyl))-ethylamine